FC1=C(C=CC=C1C[C@@H]1NCC[C@@H]1NS(=O)(=O)C)C1=CC(=CC(=C1)F)F N-{(2S,3S)-2-[(2,3',5'-trifluoro[1,1'-biphenyl]-3-yl)methyl]pyrrolidin-3-yl}methanesulfonamide